Cl.C(#N)C1=CC(=C(C=C1)C=1C=C2C(=NNC2=CC1)NC(=O)C1CCN(CC1)C)C N-[5-(4-cyano-2-methylphenyl)-1H-indazol-3-yl]-1-methylpiperidine-4-carboxamide hydrochloride